5-((4-(3,4-dichloropyridin-2-yl)piperidin-1-yl)methyl)-2-(2,6-dioxopiperidin-3-yl)isoindoline-1,3-dione ClC=1C(=NC=CC1Cl)C1CCN(CC1)CC=1C=C2C(N(C(C2=CC1)=O)C1C(NC(CC1)=O)=O)=O